decyl 4-((2-hydroxyethyl)(2-((2-hydroxyethyl)amino)ethyl)amino)butyrate OCCN(CCCC(=O)OCCCCCCCCCC)CCNCCO